C(C)(C)(C)OC(=O)N1C(N(C2=C1C=CC=C2)CC2=CC=C(C=C2)CN(C(C)=O)C)=O 3-(4-((N-methylacetamido)methyl)benzyl)-2-oxo-2,3-dihydro-1H-benzo[d]Imidazole-1-carboxylic acid tert-butyl ester